C(#N)C1=CC=C(CNC(=O)C2=NN(C=3C(N(CCC32)CC3(CC3)S(=O)(=O)C(C)([C@@H](CO)O)C)=O)C)C=C1 (R)-N-(4-Cyanobenzyl)-6-((1-((3,4-dihydroxy-2-methylbutan-2-yl)sulfonyl)cyclopropyl)methyl)-1-methyl-7-oxo-4,5,6,7-tetrahydro-1H-pyrazolo[3,4-c]pyridine-3-carboxamide